(2-aminothiazol-5-yl)-N-methylbenzamide NC=1SC(=CN1)C1=C(C(=O)NC)C=CC=C1